4-chloro-3-(2-chloroethoxy)-8-(1H-indazol-5-yl)-5,6-dihydronaphthalene-2-carbonitrile ClC1=C(C(=CC=2C(=CCCC12)C=1C=C2C=NNC2=CC1)C#N)OCCCl